FC1=C(C=C(C=C1)C1=NC=CC=C1C=1C=C2C(=NNC2=CC1)C)C 5-(2-(4-Fluoro-3-methylphenyl)pyridin-3-yl)-3-methyl-1H-indazole